2-[1-[6-Methyl-4-oxo-2-[1-[4-(trifluoromethyl)phenyl]pyrazol-4-yl]chromen-8-yl]ethylamino]benzoic acid CC=1C=C2C(C=C(OC2=C(C1)C(C)NC1=C(C(=O)O)C=CC=C1)C=1C=NN(C1)C1=CC=C(C=C1)C(F)(F)F)=O